BrCCCCCCCCC1OC(OC1CCCCCCCC)CCCCCCCCCC 4-(8-bromooctyl)-2-decyl-5-octyl-1,3-dioxolane